C(CN(C(OC1=CC=C2C(=CC(OC2=C1)=O)C)=O)C)N(C(O[C@@H]1\C=C\CCCCC1)=O)C (S,E)-cyclooct-2-en-1-yl (4-methyl-2-oxo-2H-chromen-7-yl) ethane-1,2-diylbis(methylcarbamate)